phenyltin camphorsulfonate C12(C(=O)CC(CC1)C2(C)C)CS(=O)(=O)[O-].C2(=CC=CC=C2)[Sn+3].C21(C(=O)CC(CC2)C1(C)C)CS(=O)(=O)[O-].C12(C(=O)CC(CC1)C2(C)C)CS(=O)(=O)[O-]